ClC=1C=C(C=NC1OC)C1=CC(=NC=N1)C(=O)NCC=1N(C(C=CN1)=O)C 6-(5-chloro-6-methoxypyridin-3-yl)-N-((1-methyl-6-oxo-1,6-dihydropyrimidin-2-yl)methyl)pyrimidine-4-carboxamide